2-methyl-11-{6-[(2-octyl-1-oxodecyl) oxy] hexyl}-9-oxo-2,8-diaza-5,10-dioxaheptadec-17-yl 2-octyldecanoate C(CCCCCCC)C(C(=O)OCCCCCCC(OC(NCCOCCN(C)C)=O)CCCCCCOC(C(CCCCCCCC)CCCCCCCC)=O)CCCCCCCC